2-(4-chlorobenzyl)-5-isopropylcyclopentanone ClC1=CC=C(CC2C(C(CC2)C(C)C)=O)C=C1